(3-(4-fluorophenyl)oxiran-2-yl)(phenyl)methanone FC1=CC=C(C=C1)C1C(O1)C(=O)C1=CC=CC=C1